C(C)(=O)[O-].[Pt+4].C(C)(=O)[O-].C(C)(=O)[O-].C(C)(=O)[O-] Platinum (IV) acetate